5-[4-fluoro-2-(piperidin-4-yl)-1,3-benzothiazol-6-yl]-2-methyl-2H-pyrazolo[4,3-b]pyridine hydrochloride Cl.FC1=CC(=CC2=C1N=C(S2)C2CCNCC2)C=2C=CC=1C(N2)=CN(N1)C